C(C)(C)(C)NC(=O)NS(=O)(=O)C1=C(C=CC(=C1)C#N)OC1=CC(=CC=C1)C1=CC=C(C=C1)OCF 1-tert-butyl-3-[5-cyano-2-[3-[4-(fluoromethoxy)phenyl]phenoxy]phenyl]sulfonyl-urea